(2,6-di-t-butyl-4-methylphenyl)phenyl-pentaerythritol diphosphite OP(O)OP(O)O.C(C)(C)(C)C1=C(C(=CC(=C1)C)C(C)(C)C)C(O)(C(CO)(CO)CO)C1=CC=CC=C1